FC1=C(C=CC=C1)C=1NC(=NN1)SCC(=O)C1=CC=CC=C1 2-((5-(2-fluorophenyl)-4H-1,2,4-triazol-3-yl)thio)-1-phenylethan-1-one